OCC1CCN(CC1)C=1C=C2C=CNC(C2=CC1)=O 6-(4-(hydroxymethyl)piperidin-1-yl)isoquinolin-1(2H)-one